methyl 4-(sec-butyl)picolinate C(C)(CC)C1=CC(=NC=C1)C(=O)OC